CS(=O)(=O)OC1CC(CC1)C(=O)OC methyl 3-((methylsulfonyl)oxy)cyclopentane-1-carboxylate